tert-butyl (2-((((4-((4-(3-((2-(2,6-dioxopiperidin-3-yl)-1-oxoisoindolin-5-yl)methyl)ureido)phenoxy)methyl)benzyl)oxy)methyl)amino)-2-oxoethyl)carbamate O=C1NC(CCC1N1C(C2=CC=C(C=C2C1)CNC(NC1=CC=C(OCC2=CC=C(COCNC(CNC(OC(C)(C)C)=O)=O)C=C2)C=C1)=O)=O)=O